bis[3-(triethoxysilyl)propyl]hexamethylenediamine C(C)O[Si](CCCNCCCCCCNCCC[Si](OCC)(OCC)OCC)(OCC)OCC